COC(=O)C1=NC2=CC=C(C=C2C=C1)N1CCNCC1 6-(piperazin-1-yl)quinoline-2-carboxylic acid methyl ester